(S)-1-(6-oxo-5-(trifluoromethyl)-1,6-dihydropyridazin-4-yl)azetidin O=C1C(=C(C=NN1)N1CCC1)C(F)(F)F